(2-(4-chlorophenyl)-2-methylpropanoyl)-D-alanyl-L-glutamic acid ClC1=CC=C(C=C1)C(C(=O)N[C@H](C)C(=O)N[C@@H](CCC(=O)O)C(=O)O)(C)C